tert-Butyl (3S,4R)-3-[(4R)-benzyl-2-oxo-oxazolidine-3-carbonyl]-4-(4-fluorophenyl)-pyrrolidine-1-carboxylate C(C1=CC=CC=C1)[C@H]1N(C(OC1)=O)C(=O)[C@@H]1CN(C[C@H]1C1=CC=C(C=C1)F)C(=O)OC(C)(C)C